C(CCCCCCCCCCC)S(=O)(=O)[O-].[Ca+2].C(CCCCCCCCCCC)S(=O)(=O)[O-] calcium dodecyl-sulphonate